4-Methoxy-1-butanamine COCCCCN